4-(4-cyclopropyl-1H-imidazol-1-yl)-3-(difluoromethyl)benzofuran-2-carbonyl chloride C1(CC1)C=1N=CN(C1)C1=CC=CC2=C1C(=C(O2)C(=O)Cl)C(F)F